FC1=CC=C2C(=CNC2=C1)CN1N=CC2=C(C1=O)N(C1=C2CCN(C1)S(=O)(=O)C)C 3-((6-fluoro-1H-indol-3-yl)methyl)-5-methyl-7-(methylsulfonyl)-6,7,8,9-tetrahydro-3H-pyrido[4',3':4,5]pyrrolo[2,3-d]pyridazin-4(5H)-one